ClC1=CC(=NC(=C1)Cl)C#CC1CCN(CC1)C(=O)OC(C)(C)C tert-butyl 4-[2-(4,6-dichloropyridin-2-yl)ethynyl]piperidine-1-carboxylate